OC1=C(N=NC2=CC(=CC=C12)Br)C(=O)NCC(=O)O 2-(4-Hydroxy-7-bromocinnoline-3-carboxamido)acetic acid